titanium nickel tin [Sn].[Ni].[Ti]